CN(C1=C2C(=NC(=C1)C1=C(C=C(C=C1C)C(F)(F)F)O)N=C(O2)N[C@H]2CN(CCC2)CC)C [7-(Dimethylamino)-2-[[(3R)-1-ethyl-3-piperidyl]amino]oxazolo[4,5-b]pyridin-5-yl]-3-methyl-5-(trifluoromethyl)phenol